ClC=1C=C(C=C(C1)Cl)N1N=C(C=2CCC3=C(C12)C=C(C(=C3)OC)C=3C=NC=C(C(=O)N)C3)C(=O)N3C(CN(CC3)C(C)C)(C)C 5-(1-(3,5-dichlorophenyl)-3-(4-isopropyl-2,2-dimethylpiperazine-1-carbonyl)-7-methoxy-4,5-dihydro-1H-benzo[g]indazol-8-yl)nicotinamide